FC1=CC=C(C=C1)C=1SC(=NN1)NC(C1=CC=C(C=C1)OC)=O 2-(4-fluorophenyl)-5-(4-methoxybenzamido)-1,3,4-thiadiazole